N(C1=CC=CC=C1)C1=CC2=C(C(=N1)C(=O)NCC(C)(C)C)OC(O2)C 6-anilino-N-(2,2-dimethylpropyl)-2-methyl-[1,3]dioxolo[4,5-c]pyridine-4-carboxamide